CN1N=CC(=C1C1=CC(=NC2=C(N=CC=C12)C1=CC=NN1)N1[C@@H](COCC1)C)C 4-(1,4-dimethyl-1H-pyrazol-5-yl)-2-[(3R)-3-methylmorpholin-4-yl]-8-(1H-pyrazol-5-yl)-1,7-naphthyridine